rac-3-[(2-{[1-(6-{[(3R)-2,6-dioxopiperidin-3-yl]carbamoyl}pyridin-3-yl)piperidin-4-yl]methyl}-3,4-dihydro-1H-isoquinolin-6-yl)amino]-5-(piperidin-1-yl)pyrazine-2-carboxamide O=C1NC(CC[C@H]1NC(=O)C1=CC=C(C=N1)N1CCC(CC1)CN1CC2=CC=C(C=C2CC1)NC=1C(=NC=C(N1)N1CCCCC1)C(=O)N)=O |r|